1-(4-(trifluoromethyl)phenyl)pyrrolo[1,2-a]pyrazine-3-carboxamide FC(C1=CC=C(C=C1)C=1C=2N(C=C(N1)C(=O)N)C=CC2)(F)F